C(C=C)OC(=O)C=1C=C2N(C=CCN=C2)C1 pyrrolo[1,2-a][1,4]diazepin-8(3H)-carboxylic acid allyl ester